5-(benzylcyclopropylamino)-2-(pyridin-2-yl)-4,5,6,7-tetrahydro-2H-indazol-3-ol C(C1=CC=CC=C1)N(C1CC2=C(N(N=C2CC1)C1=NC=CC=C1)O)C1CC1